C(#N)C1=C(SC2=C1CN(C(C2)C)CC2=C(C=CC(=C2)Cl)Cl)NC(CC2=CC=C(C=C2)S(=O)(=O)C)=O N-(3-Cyano-5-(2,5-dichlorobenzyl)-6-methyl-4,5,6,7-tetrahydrothieno[3,2-c]pyridin-2-yl)-2-(4-(methylsulfonyl)phenyl)-acetamid